ClC1=CC=C(C=C1)C=1N=C2N(C=CC=C2)C1CN1CC2CCC(C1)N2C(=O)NC2=C(C=CC=C2C)C 3-{[2-(4-Chlorophenyl)imidazo[1,2-a]pyridin-3-yl]methyl}-N-(2,6-dimethylphenyl)-3,8-diazabicyclo[3.2.1]octan-8-carboxamid